N,N,N'-trimethyl-Ethane-1,2-diamine CN(CCNC)C